C(=C)N1CN(C=C1)CC=C 1-vinyl-3-allylimidazole